C1=CC=CC=2C3=CC=CC=C3C(C12)COC(=O)N[C@H](C(=O)O)CC1=CC=C(C=C1)C1=NOC(=N1)COCC (S)-2-((((9H-fluoren-9-yl)methoxy)carbonyl)amino)-3-(4-(5-(ethoxymethyl)-1,2,4-oxadiazol-3-yl)phenyl)propanoic acid